C[C@@H]1CN(C[C@@H](O1)C)CC#C cis-2,6-dimethyl-4-(prop-2-yn-1-yl)morpholine